(R)-2-amino-N,N-dimethylpropanamide HCl Cl.N[C@@H](C(=O)N(C)C)C